C1(CC1)C1=CC(=NN1)NC1=NC(=NC2=CC=CC=C12)N1C2CN(C(C1)C2)C(=O)NCC 5-(4-((5-cyclopropyl-1H-pyrazole-3-yl)amino)quinazolin-2-yl)-N-ethyl-2,5-diazabicyclo[2.2.1]heptane-2-carboxamide